N-{cyclooctyl-[4-fluoro-5-(pyridazin-4-yloxy)-1H-benzoimidazol-2-yl]methyl}-3-methyl-isoxazole-4-carboxamide C1(CCCCCCC1)C(NC(=O)C=1C(=NOC1)C)C1=NC2=C(N1)C=CC(=C2F)OC2=CN=NC=C2